O1C(=CC2=C1C=CC=C2)C([O-])=S benzofuran-2-carbothioate